1-methyl-1-hexylpiperidinium bis(trifluoromethanesulfonyl)imide salt [N-](S(=O)(=O)C(F)(F)F)S(=O)(=O)C(F)(F)F.C[N+]1(CCCCC1)CCCCCC